ClC=1C(=C(C#N)C=C(C1)N(CC(F)(F)F)C1=CC=C(C=C1)O)OC1CC1 3-chloro-2-cyclopropoxy-5-((4-hydroxyphenyl)(2,2,2-trifluoroethyl)amino)benzonitrile